5-amino-2-(2-amino-4-fluoro-phenyl)-6-(5-methyl-1-tetrahydropyran-2-yl-indazol-4-yl)pyrimidine-4-carboxylic acid ethyl ester C(C)OC(=O)C1=NC(=NC(=C1N)C1=C2C=NN(C2=CC=C1C)C1OCCCC1)C1=C(C=C(C=C1)F)N